CC=1N=CSC1C1=CC(=NC=C1)C(C(F)(F)F)(C)C 4-methyl-5-(2-(1,1,1-trifluoro-2-methylpropan-2-yl)pyridin-4-yl)thiazol